dimethyltriazenoimidazolecarboxamide CN(C)/N=N/C1=C(NC=N1)C(=O)N